CCCC(CCC)N1CCCCC1 1-(heptan-4-yl)piperidin